C(=C)OC(CCCCCCCCC(=O)OC=C)=O divinylsebacate